CC(C(=O)OCC[NH3+])=C {2-[(2-methyl-1-oxoprop-2-enyl)oxy]ethyl}ammonium